4-((phenylthio)methyl)-1-((2-(trimethylsilyl)ethoxy)methyl)-1H-indazole C1(=CC=CC=C1)SCC1=C2C=NN(C2=CC=C1)COCC[Si](C)(C)C